N-(1-(3-(3-hydroxyphenyl)prop-2-yn-1-yl)-3,6-dimethyl-2,4-dioxo-1,2,3,4-tetrahydropyrimidin-5-yl)acrylamide OC=1C=C(C=CC1)C#CCN1C(N(C(C(=C1C)NC(C=C)=O)=O)C)=O